C(N(S(=O)(=O)C)C=1C=NC=CC1)([2H])([2H])[2H] 3-(N-(methyl-d3)methylsulfonamido)pyridine